3-(5-Methylisoxazol-3-yl)[1,2,4]triazol CC1=CC(=NO1)C1=NNC=N1